1-ethyl-2-(2,2,2-trifluoro-1-(4-fluorophenyl)-1-hydroxyethyl)-1H-benzo[d]imidazole C(C)N1C(=NC2=C1C=CC=C2)C(C(F)(F)F)(O)C2=CC=C(C=C2)F